C1OCOCC12COCOC2 2,4,8,10-tetraoxaspiro-[5.5]undecane